FC(C=1C=CC=2N(N1)C(=CN2)C2=CC(=NC=N2)N2CC(CCC2)S(=O)(=O)NC)F 1-(6-(6-(Difluoromethyl)imidazo[1,2-b]pyridazin-3-yl)pyrimidin-4-yl)-N-methylpiperidine-3-sulfonamide